N1N=CC=2C1=NC=NC2N[C@H](C(=O)O)CCN(CCCCC2=NC=1NCCCC1C=C2)CCOC=2C=NC(=CC2)C (S)-2-((1H-pyrazolo[3,4-d]pyrimidin-4-yl)amino)-4-((2-((6-methylpyridin-3-yl)oxy)ethyl)(4-(5,6,7,8-tetrahydro-1,8-naphthyridin-2-yl)butyl)amino)butanoic acid